3-(5-((4-(4-(6-(5-((R)-2-(2,4-difluorophenyl)pyrrolidin-1-yl)pyrazolo[1,5-a]pyrimidin-3-yl)pyridin-2-yl)piperazin-1-yl)piperidin-1-yl)methyl)-1-oxoisoindoline-2-yl)piperidine FC1=C(C=CC(=C1)F)[C@@H]1N(CCC1)C1=NC=2N(C=C1)N=CC2C2=CC=CC(=N2)N2CCN(CC2)C2CCN(CC2)CC=2C=C1CN(C(C1=CC2)=O)C2CNCCC2